O.C(C(=O)[O-])(=O)[O-].[Ru+3].C(C(=O)[O-])(=O)[O-].C(C(=O)[O-])(=O)[O-].[Ru+3] ruthenium(III) oxalate hydrate